cyclohexyl-2-Ethylhexylamine C1(CCCCC1)NCC(CCCC)CC